N-((3-fluorophenyl)(methyl)(oxo)-λ6-sulfanylidene)-4-(5-(trifluoromethyl)-1,2,4-oxadiazol-3-yl)benzamide FC=1C=C(C=CC1)S(=NC(C1=CC=C(C=C1)C1=NOC(=N1)C(F)(F)F)=O)(=O)C